scoparon COC1=C(C=C2C(=C1)C=CC(=O)O2)OC